9-(4-amino-6-(4-fluoro-1H-pyrazol-1-yl)-1,3,5-triazin-2-yl)-1-(3,4-difluorophenyl)-1,9-diazaspiro[5.5]undecan-2-one NC1=NC(=NC(=N1)N1N=CC(=C1)F)N1CCC2(CCCC(N2C2=CC(=C(C=C2)F)F)=O)CC1